decanediamine hydrochloride Cl.C(CCCCCCCCC)(N)N